5beta,6beta-epoxy-cholesterol C[C@H](CCCC(C)C)[C@H]1CC[C@@H]2[C@@]1(CC[C@H]3[C@H]2C[C@@H]4[C@]5([C@@]3(CC[C@@H](C5)O)C)O4)C